COC(CN(CCC(C(=O)O)NC(C(C)C1=CC=CC=C1)=O)CCCCC1=NC=2NCCCC2C=C1)C 4-[[2-methoxypropyl]-[4-(5,6,7,8-tetrahydro-1,8-naphthyridin-2-yl)butyl]amino]-2-[[2-phenylpropanoyl]amino]butanoic acid